[Ni].[Ag].[Cu] copper-silver-nickel